tetracyclo[8.4.0.111,14.03,7]Pentadecane-3,5,7,12,11-pentaene C12CC3=CC=CC3=CCC2C2=C=CC1C2